4-bromo-1-methyl-2-phenyl-imidazole BrC=1N=C(N(C1)C)C1=CC=CC=C1